(benzo[d]oxazol-2-yl)benzene-1,4-diamine O1C(=NC2=C1C=CC=C2)C2=C(C=CC(=C2)N)N